N-(3-chloro-4-methoxybenzyl)-4-(5-methyl-2-((1-methyl-1H-pyrazol-5-yl)amino)pyrimidin-4-yl)oxazole-2-carboxamide ClC=1C=C(CNC(=O)C=2OC=C(N2)C2=NC(=NC=C2C)NC2=CC=NN2C)C=CC1OC